3-Ethyl-5-methyl-1-(1-(5-(2,4,5-trifluoro-3-hydroxyphenyl)-1,2,4-oxadiazol-3-yl)ethyl)pyrimidine C(C)N1CN(C=C(C1)C)C(C)C1=NOC(=N1)C1=C(C(=C(C(=C1)F)F)O)F